BrC=1C=C2C(=NC=NC2=CC1)NC1=C(C(=C(C=C1)F)Cl)F 6-bromo-N-(3-chloro-2,4-difluoro-phenyl)quinazolin-4-amine